2,3-difluoro-N-[4-fluoro-5-(2-morpholin-4-ylpyrimidin-5-yl)-2-[rac-(3R,5S)-3,4,5-trimethylpiperazin-1-yl]phenyl]benzamide FC1=C(C(=O)NC2=C(C=C(C(=C2)C=2C=NC(=NC2)N2CCOCC2)F)N2C[C@H](N([C@H](C2)C)C)C)C=CC=C1F |r|